((6R,7aR)-7a-(((tert-Butyldiphenylsilyl)oxy)methyl)-6-fluoro-3-oxohexahydro-1H-pyrrolizin-1-yl)boronic acid [Si](C1=CC=CC=C1)(C1=CC=CC=C1)(C(C)(C)C)OC[C@@]12C[C@H](CN2C(CC1B(O)O)=O)F